ethyl 3-(4-(5-chloro-3-fluoropyridin-2-yl)-3,6-dioxo-1-(4-(trifluoromethyl)benzyl) piperazin-2-yl)bicyclo[1.1.1]pentane-1-carboxylate ClC=1C=C(C(=NC1)N1C(C(N(C(C1)=O)CC1=CC=C(C=C1)C(F)(F)F)C12CC(C1)(C2)C(=O)OCC)=O)F